2-{4-[2-Methyl-6-(5-pyridin-3-yl-thiazol-2-ylamino)-pyrimidin-4-yl]-piperazin-1-yl}-ethanol hydrochloride salt Cl.CC1=NC(=CC(=N1)N1CCN(CC1)CCO)NC=1SC(=CN1)C=1C=NC=CC1